sodium Carbon 3-(5-(7-(1-Methyl-1H-pyrazol-4-yl)quinazolin-5-yl)pyridin-2-yl)-3,6-diazabicyclo[3.1.1]heptane CN1N=CC(=C1)C1=CC(=C2C=NC=NC2=C1)C=1C=CC(=NC1)N1CC2NC(C1)C2.[C].[Na]